3-((2-Chloro-5-(1-(difluoromethyl)-1H-pyrazol-3-yl)pyridin-4-yl)amino)-2,2-dimethylpropan-1-ol ClC1=NC=C(C(=C1)NCC(CO)(C)C)C1=NN(C=C1)C(F)F